C1(CCC1)CC(=O)NC1=CC(=C(C=C1)C)C1=NC=CC=C1 2-cyclobutyl-N-(4-methyl-3-pyridin-2-ylphenyl)acetamide